ClC1=C(C=CC(=C1)Cl)C=1OC(=C(N1)CCC(O)C1=CC(=C(C=C1)OCCO)C)C(C)C 3-(2-(2,4-dichlorophenyl)-5-isopropyloxazol-4-yl)-1-(4-(2-hydroxyethoxy)-3-methylphenyl)propan-1-ol